CNC(=O)N1C[C@@H](CCC1)[C@@H]1NC[C@H](CC1)C |&1:6| rac-N-methyl-3-[(2R,5S)-5-methyl-2-piperidyl]piperidine-1-carboxamide